2-decalin-dimethanol C1(C(CCC2CCCCC12)CO)CO